(3S,4S)-1-[4-({8-[(2R,3S)-3-(methanesulfonyl-methyl)-2-methylazetidin-1-yl]-5-(propan-2-yl)isoquinolin-3-yl}amino)pyrimidin-2-yl]-4-methoxy-piperidin-3-ol CS(=O)(=O)C[C@@H]1[C@H](N(C1)C=1C=CC(=C2C=C(N=CC12)NC1=NC(=NC=C1)N1C[C@@H]([C@H](CC1)OC)O)C(C)C)C